tert-butyl N-[[4-(4-methylthiazol-5-yl)phenyl] methyl]carbamate CC=1N=CSC1C1=CC=C(C=C1)CNC(OC(C)(C)C)=O